5-acetyl-4-(7-chlorobenzo[b]thiophen-3-yl)-2-cyclopropyl-6-methyl-1,4-dihydropyridine-3-carboxylic acid methyl ester COC(=O)C1=C(NC(=C(C1C=1C2=C(SC1)C(=CC=C2)Cl)C(C)=O)C)C2CC2